Methyl 1-[(2-chlorophenyl)methyl]-5-[2-(2-methyl-propoxy)-1,3-thiazol-5-yl]-1H-pyrazole-3-carboxylate ClC1=C(C=CC=C1)CN1N=C(C=C1C1=CN=C(S1)OCC(C)C)C(=O)OC